[I-].[Li+].C(C)(C)(C)C=1C=C(C=C(C1O)C(C)(C)C)C(C(=O)OCC(CO)(CO)CO)C pentaerythritol [3,5-di-tert-butyl-4-hydroxyphenyl]propionate lithium iodide